dinonylnaphthalenesulfonate ammonium salt [NH4+].C(CCCCCCCC)C=1C(=C(C2=CC=CC=C2C1)S(=O)(=O)[O-])CCCCCCCCC